N=1NN=NC1C=1C=C(C=CC1)[C@@H](CN[C@@H]([C@H]1CNC2=C(N1)N=CC=C2)C2=CC=CC=C2)C (S)-2-(3-(2H-tetrazol-5-yl)phenyl)-N-((R)-phenyl((R)-1,2,3,4-tetrahydropyrido[2,3-b]pyrazin-3-yl)methyl)propan-1-amine